(N-[4-amino-5-[4-[2-[methyl(3-pyridylmethyl)amino]-2-oxo-ethoxy]benzoyl]thiazol-2-yl]-4-fluoro-anilino)propanamide NC=1N=C(SC1C(C1=CC=C(C=C1)OCC(=O)N(CC=1C=NC=CC1)C)=O)N(C1=CC=C(C=C1)F)C(C(=O)N)C